C(=O)(O)COC1=C(C=CC(=C1)OCC#C)C(/C=C/C1=CC=C(C(=O)O)C=C1)=O 4-[(E)-3-[2-(Carboxymethoxy)-4-prop-2-ynoxyphenyl]-3-oxoprop-1-enyl]benzoic acid